di-tert-butyl 1,3-propanedisulfonate C(CCS(=O)(=O)OC(C)(C)C)S(=O)(=O)OC(C)(C)C